3-fluoro-5-(methylamino)-6-(3-methylimidazo[4,5-c]pyridin-7-yl)pyrazine-2-carboxamide FC=1C(=NC(=C(N1)NC)C=1C2=C(C=NC1)N(C=N2)C)C(=O)N